2-(cyclohexylmethyl)butyric acid C1(CCCCC1)CC(C(=O)O)CC